(S)-1-((7-Cyano-2-(3'-(2-(difluoromethyl)-7-((3-hydroxy-3-methylpyrrolidin-1-yl)methyl)pyrido[3,2-d]pyrimidin-4-ylamino)-2,2'-dimethylbiphenyl-3-yl)benzo[d]oxazol-5-yl)methyl)piperidin C(#N)C1=CC(=CC=2N=C(OC21)C=2C(=C(C=CC2)C2=C(C(=CC=C2)NC=2C1=C(N=C(N2)C(F)F)C=C(C=N1)CN1C[C@@](CC1)(C)O)C)C)CN1CCCCC1